C(C)(C)(C)OC(=O)N1C=C(C2=CC(=CC=C12)NC(=O)OC(C)(C)C)B(O)O (1-(tert-butoxycarbonyl)-5-((tert-butoxycarbonyl)amino)-1H-indol-3-yl)boronic acid